C(C)(C)(C)OC(=O)N1CCC(=CC1)C1=C(C=C(C=C1)NC(=O)C1=C(C=C(C=C1)C=1CCN(CC1)C(=O)OC(C)(C)C)C(F)(F)F)C tert-butyl 4-{4-[(4-{1-[(tert-butoxy)carbonyl]-1,2,3,6-tetrahydropyridin-4-yl}-3-methylphenyl)carbamoyl]-3-(trifluoro methyl)phenyl}-1,2,3,6-tetrahydropyridine-1-carboxylate